2-(((1r,4r)-4-(((4-chloro-3-fluorophenyl)(3-fluorophenyl)carbamoyloxy)methyl)cyclohexyl)methoxy)acetic acid ClC1=C(C=C(C=C1)N(C(=O)OCC1CCC(CC1)COCC(=O)O)C1=CC(=CC=C1)F)F